BrC=1C=CC2=C(C(=NO2)C2CC2)C1 5-bromo-3-cyclopropylbenzo[d]isoxazole